2,2'-Azobis[2-(2-imidazolin-2-yl)propane] N(=NC(C)(C)C=1NCCN1)C(C)(C)C=1NCCN1